CC1=C(OC2=C1C=C(C=C2)S(NC2=CC1=CC=CC=C1C=C2)(=O)=O)C(=O)[O-] 3-Methyl-5-(N-(naphth-2-yl)sulfamoyl)benzofuran-2-carboxylate